COC=1C=CC=2C3=C(C=NC2N1)COC(N3C3CCC(CCC3)NS(=O)(=O)NC(OC(C)(C)C)=O)=O tert-butyl (N-(4-(8-methoxy-2-oxo-2H-[1,3]oxazino[5,4-c][1,8]naphthyridin-1(4H)-yl)cycloheptyl)sulfamoyl)carbamate